ClC1=CC=C(C=C1)NC(C(N1CC2=C(CC1)C=C(S2)C2=NOC(=N2)C(F)(F)F)=O)=O N-(4-chlorophenyl)-2-oxo-2-(2-(5-(trifluoromethyl)-1,2,4-oxadiazol-3-yl)-4,7-dihydrothieno[2,3-c]pyridin-6(5H)-yl)acetamide